ethyl (Z)-cyclooct-3-ene-1-carboxylate C1(C\C=C/CCCC1)C(=O)OCC